OC1=C(C(N(C2=CC=C(C=C12)B1OC(C(O1)(C)C)(C)C)CCN1CCOCC1)=O)C(=O)OCC ethyl 4-hydroxy-1-(2-morpholinoethyl)-2-oxo-6-(4,4,5,5-tetramethyl-1,3,2-dioxaborolan-2-yl)-1,2-dihydroquinoline-3-carboxylate